C(C)S(=O)(=O)N[C@@H]1CC[C@H](OC1)CN1CCC2(CN(C2)C=2N=CN=NC2OC2=C(C(=O)N(CC(F)(F)F)C(C)C)C=C(C=C2)F)CC1 2-((5-(7-(((2S,5R)-5-(Ethylsulfonamido)tetrahydro-2H-pyran-2-yl)methyl)-2,7-diazaspiro[3.5]nonan-2-yl)-1,2,4-triazin-6-yl)oxy)-5-fluoro-N-isopropyl-N-(2,2,2-trifluoroethyl)benzamide